CC=1C=CC=C(C(=O)N(C=O)C(C)(C)C)C1 5-methyl-N-tert-butylbenzoyl-formamide